methoxy-3,5-dicarboxylethyl-1,1'-biphenyl COC1=C(C(=C(C=C1C(=O)O)C1=CC=CC=C1)CC)C(=O)O